C(C)(C)(C)OC(=O)N1CCC(=CC1)C1=NC=2C(CN(CC2C=C1)CC1=CC=CC=C1)C 4-(6-benzyl-8-methyl-5,6,7,8-tetrahydro-1,6-naphthyridin-2-yl)-3,6-dihydropyridine-1(2H)-carboxylic acid tert-butyl ester